C(CCCC)C1CC(C1)C(=O)O 3-pentylcyclobutanecarboxylic acid